FC(C1(CC1)C1=CC=C2C(=CC=NC2=C1)C(=O)O)(F)F 7-(1-(trifluoromethyl)cyclopropyl)quinoline-4-carboxylic acid